C(C1=CC=CC=C1)SC1=CC=C(C=C1)NC[C@H]([C@H](CC1=CC=CC=C1)NC(OC(C)(C)C)=O)O tert-butyl ((2S,3R)-4-((4-(benzylthio)phenyl)amino)-3-hydroxy-1-phenylbutan-2-yl)carbamate